C1(=CC=C(C=C1)NC1=NN=C(C2=CC=CC=C12)C1=CC=C(C(=O)N)C=C1)C 4-(4-p-Tolylamino-phthalazin-1-yl)-benzamide